C(#N)C1=C2C(=NC=C1OC1=CC(=NC=C1)NC(C)=O)N=C(N2C)NC=2C=C1N(N2)CCC12CCC2 N-(4-((7-cyano-2-((5',6'-dihydrospiro[cyclobutane-1,4'-pyrrolo[1,2-b]pyrazol]-2'-yl)amino)-1-methyl-1H-imidazo[4,5-b]pyridin-6-yl)oxy)pyridin-2-yl)acetamide